N[C@@H](C(=O)N1CC2=CC=C(C=C2C1)CNS(=O)(=O)C)CC1=C(C=C(C=C1)Cl)Cl (R)-N-((2-(2-amino-3-(2,4-dichlorophenyl)propanoyl)isoindolin-5-yl)methyl)methanesulfonamide